2-amino-6-(methylamino)benzonitrile NC1=C(C#N)C(=CC=C1)NC